C(C1=CC=CC=C1)N1C(OC2=C1C=CC(=C2)NC(C(=O)NC2=CNC1=CC(=C(C=C21)F)F)=O)=O N'-(3-benzyl-2-oxo-2,3-dihydro-1,3-benzoxazol-6-yl)-N-(5,6-difluoro-1H-indol-3-yl)ethanediamide